ClC1=CC(=NC(=C1)OC)C(=O)O 4-chloro-6-methoxypicolinic acid